C(#N)C=1C=NN2C1C(=CC(=C2)C2=CC(N(C=C2)C)=O)C=2C=CC(=NC2)N2CCNCC2 (5-(3-cyano-6-(1-methyl-2-oxo-1,2-dihydropyridin-4-yl)pyrazolo[1,5-a]pyridin-4-yl)pyridin-2-yl)piperazine